(4-(4-(3-(2,4-dimethoxy-3-methylphenyl)propyl)-3-hydroxyphenoxy)butyl)triphenyl-phosphonium bromide formate C(=O)[O-].[Br-].COC1=C(C=CC(=C1C)OC)CCCC1=C(C=C(OCCCC[P+](C2=CC=CC=C2)(C2=CC=CC=C2)C2=CC=CC=C2)C=C1)O.COC1=C(C=CC(=C1C)OC)CCCC1=C(C=C(OCCCC[P+](C2=CC=CC=C2)(C2=CC=CC=C2)C2=CC=CC=C2)C=C1)O